C(#N)[C@@]1(N(CCC1)C(=O)C1=CC(=C2N1C[C@H](C1=CC(=C(C=C21)C(=O)NC2(CCC2)C#N)OC)C)C=2SC=CC2)C |o1:15| (S*)-3-((R)-2-cyano-2-methylpyrrolidine-1-carbonyl)-N-(1-cyanocyclobutyl)-8-methoxy-6-methyl-1-(thiophen-2-yl)-5,6-dihydropyrrolo[2,1-a]isoquinoline-9-carboxamide